Cl.S1C=CC2=C1C=CC(=C2)C2=NN1C([C@H](NCC1)C)=C2C2=CC=NC=C2 |r| rac-(RS)-2-(1-benzothiophen-5-yl)-4-methyl-3-(pyridin-4-yl)-4,5,6,7-tetrahydropyrazolo[1,5-a]pyrazine hydrogen chloride